CC=1C2=C(N=C(N1)C(O)C1=CC(=CC=C1)N1CCN(CC1)C)CNC2 [4-methyl-5H,6H,7H-pyrrolo[3,4-d]pyrimidin-2-yl][3-(4-methylpiperazin-1-yl)phenyl]methanol